FC(C(O)C1=CC=C(C=N1)NC(OC(C)(C)C)=O)(F)F tert-butyl (6-(2,2,2-trifluoro-1-hydroxyethyl)pyridin-3-yl)carbamate